NC1=CC(=C(C=C1OC1CC1)N1CCC(CC1)CO)C=1C=NN(C1)C (1-(4-amino-5-cyclopropyloxy-2-(1-methyl-1H-pyrazol-4-yl)phenyl)piperidin-4-yl)methanol